2-[6-fluoro-7-[rel-(2R)-2-(difluoromethyl)-2,3,4,7-tetrahydro-1H-azepin-5-yl]-2,3-dihydro-benzofuran-5-yl]-N4,6-dimethyl-pyrimidine-2,4-diamine FC1=C(C2=C(CCO2)C=C1C1(NC(=CC(=N1)NC)C)N)C=1CC[C@@H](NCC1)C(F)F |o1:23|